OC1=CC=C2C=C(C(NC2=C1OC)=O)NC(=O)C=1C=C(C=CC1)C1=CC=CC=C1 N-(7-hydroxy-8-methoxy-2-oxo-1,2-dihydroquinolin-3-yl)-[1,1'-biphenyl]-3-carboxamide